NC1=CC(=C(C(=O)O)C=C1)C 4-amino(methyl)benzoic acid